BrC1=C(C=CC2=C1NC(=NS2(=O)=O)NCC2=CC(=CC=C2)F)F 5-bromo-6-fluoro-3-((3-fluorobenzyl)amino)-4H-benzo[e][1,2,4]thiadiazine 1,1-dioxide